CN1CCN(CC1)CC(C(=O)O)=C 2-((4-methylpiperazin-1-yl)methyl)acrylic Acid